CC(=CCC1CC2(C3=C(CC(C(O3)(C)C)OO)C(=O)C(C2=O)(C1(C)C)C(=O)C4=CC=CC=C4)CC=C(C)C)C The molecule is a beta-diketone isolated from Ochrocarpos punctatus and has been shown to exhibit antineoplastic activity. It has a role as a metabolite and an antineoplastic agent. It is a cyclic ketone, a peroxol, a bridged compound, a cyclic ether, an organic heterotricyclic compound, a beta-diketone, an enone, an aromatic ketone and a beta-triketone.